FC1=C(C(=C(N=N1)C1=CC=CC=C1)F)F trifluorophenyl-diazine